methoxycarbonyl-methyl-triphenylphosphine bromide [Br-].COC(=O)C=1C(=C(C=CC1)P(C1=CC=CC=C1)C1=CC=CC=C1)C